2-(((triisopropylsilyl)oxy)methyl)-4-(4-(3,4,5-tris(octadecyloxy)benzoyl)piperazine-1-carbonyl)benzoic acid C(C)(C)[Si](OCC1=C(C(=O)O)C=CC(=C1)C(=O)N1CCN(CC1)C(C1=CC(=C(C(=C1)OCCCCCCCCCCCCCCCCCC)OCCCCCCCCCCCCCCCCCC)OCCCCCCCCCCCCCCCCCC)=O)(C(C)C)C(C)C